3-(3-methyl-2-oxo-5-(4-(piperidin-4-ylmethyl)piperazin-1-yl)-2,3-dihydro-1H-benzo[d]imidazol-1-yl)piperidine-2,6-dione CN1C(N(C2=C1C=C(C=C2)N2CCN(CC2)CC2CCNCC2)C2C(NC(CC2)=O)=O)=O